(S)-4-amino-2-(3-methyl-2,6-dioxopiperidin-3-yl)isoindoline-1,3-dione NC1=C2C(N(C(C2=CC=C1)=O)[C@@]1(C(NC(CC1)=O)=O)C)=O